9-(2-benzyl-3-oxo-6-(2-azaspiro[3.3]heptan-2-yl)-2,3-dihydropyridazin-4-yl)-1-(3,4-difluorophenyl)-1,9-diazaspiro[5.5]undecan-2-one C(C1=CC=CC=C1)N1N=C(C=C(C1=O)N1CCC2(CCCC(N2C2=CC(=C(C=C2)F)F)=O)CC1)N1CC2(C1)CCC2